ClC=1C=C(C(=NC1)N1CC(N(C2(CC(C2)C(=O)N(C)C)C1=O)CC1=CC=C(C=C1)C(F)(F)F)=O)F (2r,4r)-8-(5-chloro-3-fluoropyridin-2-yl)-N,N-dimethyl-6,9-dioxo-5-(4-(trifluoromethyl)benzyl)-5,8-diazaspiro[3.5]nonane-2-carboxamide